5-(4-chlorophenyl)-3-(2-morpholino-2-oxoethyl)-3H-pyrrolo[3,2-d]pyrimidin-4(5H)-one ClC1=CC=C(C=C1)N1C=CC=2N=CN(C(C21)=O)CC(=O)N2CCOCC2